5-chloro-2-((4,4-difluorocyclohexyl)oxy)-N-(2-(methylthio)pyridin-4-yl)-4-(trifluoromethyl)Benzamide methyl-4-hydroxy-7-phenyl-2,6-naphthyridine-3-carboxylate COC(=O)C=1N=CC2=CC(=NC=C2C1O)C1=CC=CC=C1.ClC=1C(=CC(=C(C(=O)NC2=CC(=NC=C2)SC)C1)OC1CCC(CC1)(F)F)C(F)(F)F